C(=O)=[Cr](=C=O)=C=O tricarbonylchromium